5-((4-(3-chloropyridin-4-yl)piperazin-1-yl)methyl)-2-(2,6-dioxopiperidin-3-yl)isoindoline-1,3-dione ClC=1C=NC=CC1N1CCN(CC1)CC=1C=C2C(N(C(C2=CC1)=O)C1C(NC(CC1)=O)=O)=O